Cl.CC1(CN(CCN1)C1=CC2=C(N(C(O2)=O)C)C=C1)C 6-(3,3-dimethylpiperazin-1-yl)-3-methyl-1,3-benzoxazol-2-one hydrochloride